7-(2-hydroxy-2-methylpropoxy)-5-(6-(6-((6-methoxypyridin-3-yl)oxy)-2-azaspiro[3.3]heptan-2-yl)pyridin-3-yl)imidazo[1,2-a]pyridine-3-carbonitrile OC(COC1=CC=2N(C(=C1)C=1C=NC(=CC1)N1CC3(C1)CC(C3)OC=3C=NC(=CC3)OC)C(=CN2)C#N)(C)C